6-bromo-3-fluoro-2-methyl-phenol BrC1=CC=C(C(=C1O)C)F